ClC1=NC(=CC(=C1)C)C 2-chloro-4,6-dimethylpyridine